N-(dibenzofuran-3-yl)-N-(3,5-di-tert-butylphenyl)amine C1=CC(=CC=2OC3=C(C21)C=CC=C3)NC3=CC(=CC(=C3)C(C)(C)C)C(C)(C)C